6-[2-Chloro-3-(cyclopropoxy)phenyl]-5,7-dimethyl-3-pyrimidin-2-yl-pyrrolo[3,4-d]pyridazin-4-one ClC1=C(C=CC=C1OC1CC1)N1C(=C2C=NN(C(C2=C1C)=O)C1=NC=CC=N1)C